4-(thiophen-3-yl)benzamide S1C=C(C=C1)C1=CC=C(C(=O)N)C=C1